C(C)(C)(C)ON1CCC(CC1)NC=1N2C=CC(=C2C=C(C1C)C(=O)OCC)C1=CC(=NC=C1)N(C)C ethyl 5-((1-(tert-butoxy) piperidin-4-yl) amino)-1-(2-(dimethylamino) pyridin-4-yl)-6-methylindolizine-7-carboxylate